2-chloro-N-(3-cyanophenyl)-6-methylnicotinamide ClC1=C(C(=O)NC2=CC(=CC=C2)C#N)C=CC(=N1)C